C(C1=CC=CC=C1)OC1=CC(=C(C(=C1)OC)C(CO)=O)O 1-(4-benzyloxy-2-hydroxy-6-methoxy-phenyl)-2-hydroxy-ethanone